2,6-diazaspiro[3.3]heptane-2-carboxylic acid tert-butyl ester hemioxalate C(C(=O)O)(=O)O.C(C)(C)(C)OC(=O)N1CC2(C1)CNC2.C2N(CC21CNC1)C(=O)OC(C)(C)C